2-(3-cyclobutyl[1,4'-bipiperidin]-1'-yl)-N-[(3,5-difluoropyridin-2-yl)methyl]-1,3-thiazole-5-carboxamide C1(CCC1)C1CN(CCC1)C1CCN(CC1)C=1SC(=CN1)C(=O)NCC1=NC=C(C=C1F)F